N-(8,9-difluoro-6-oxo-1,4,5,6-tetrahydro-2H-pyrano[3,4-c]isoquinolin-1-yl)-N-methyl-1H-indole-2-carboxamide FC=1C(=CC=2C3=C(NC(C2C1)=O)COCC3N(C(=O)C=3NC1=CC=CC=C1C3)C)F